O=C1N(C(C2=CC=CC=C12)=O)C=CC1=CC=C(C(=O)OC(C)(C)C)C=C1 tert-butyl 4-[2-(1,3-dioxoisoindolin-2-yl)vinyl]benzoate